C(C1=CC=CC=C1)C1=NC(=NN1)C(=O)NC1=C(C(=CC(=C1)C(C)(C)C#N)Cl)F 5-benzyl-N-(3-chloro-5-(2-cyanopropan-2-yl)-2-fluorophenyl)-1H-1,2,4-triazole-3-carboxamide